ClC1=CC=CC=2SC3=C(C21)C(=CC=C3)Cl 1,9-dichloro-dibenzothiophene